C(N)(OC(C(=O)NCCNC(=O)OC1=CC=C(C=C1)C(=C(C1(C(C(CC(=C1)OC([2H])([2H])[2H])(OC([2H])([2H])[2H])[2H])([2H])[2H])[2H])[2H])[2H])C(C)(C)C)=O Tert-butyl-(2-((2-(((4-(3,5-bis(methoxy-d3) styryl-d6) phenoxy) carbonyl) amino) ethyl) amino)-2-oxoethyl) carbamate